3-(6-bromo-2-methylbenzofuran-3-yl)piperidine-2,6-dione BrC1=CC2=C(C(=C(O2)C)C2C(NC(CC2)=O)=O)C=C1